C(OCC)(OC(C)N(C(=S)C=1C(=NC(=CC1)C(F)(F)F)CSCC=1N=NN(N1)C)C1=NN=NN1C)=O Ethyl (1-(N-(1-methyl-1H-tetrazol-5-yl)-2-((((2-methyl-2H-tetrazol-5-yl) methyl) thio) methyl)-6-(trifluoromethyl) pyridine-3-thiocarboxamido) ethyl) carbonate